FC(C=1C=C(C=CC1)C1=CN=C2N1N=C(C=C2)NC=2CCCNC2)(F)F (2R,5S)-5-[[3-[3-(trifluoromethyl)phenyl]imidazo[1,2-b]pyridazin-6-yl]amino]tetrahydropyridine